[Si](C)(C)(C(C)(C)C)OCCN1N=CC(=C1)CO (1-{2-[(tert-butyldimethylsilyl)oxy]ethyl}pyrazol-4-yl)methanol